2-(butylamino)-1,3,5-triazine C(CCC)NC1=NC=NC=N1